COC1=CC=C(C=C1)S(=O)(=O)OC1=C(C=CC=C1)NC(=O)N N-[2-(p-methoxybenzenesulfonyloxy)phenyl]urea